(5s,8s)-8-(5-bromo-6-methoxy-2H-indazol-2-yl)-1-methyl-3-oxa-1-azaspiro[4.5]decan-2-one BrC1=CC2=CN(N=C2C=C1OC)C1CCC2(COC(N2C)=O)CC1